NC=1C2=C(N=CN1)N(C(=C2C=2C=NC(=CC2)OC)C2=CCC1(CCN(C(C1)C)C(C=C)=O)CC2)C 1-(9-(4-amino-5-(6-methoxypyridin-3-yl)-7-methyl-7H-pyrrolo[2,3-d]pyrimidin-6-yl)-2-methyl-3-azaspiro[5.5]undec-8-en-3-yl)prop-2-en-1-one